C1(=CC=CC=C1)NC=1C2=C(N=CN1)NC=C2 4-(phenylamino)-7H-pyrrolo(2,3-d)pyrimidine